ClC=1C=C(C(=NC1)NS(=O)(=O)C=1C=C(C=NC1OC)NC(=O)C=1N=C(OC1)C1=CC=CC=C1)C N-(5-(N-(5-chloro-3-methylpyridin-2-yl)sulfamoyl)-6-methoxypyridin-3-yl)-2-phenyloxazole-4-carboxamide